NC1=CNC=2C(NC(=CC21)[2H])=O 3-Amino-1,6-dihydro-7H-pyrrolo[2,3-c]pyridin-7-one-5-d